(R)-1-(5'-chloro-3-fluoro-2'-hydroxy-3'-(2-(3-methylpiperazin-1-yl)pyridin-4-yl)-[1,1'-biphenyl]-4-yl)-3-methyl-1H-imidazol-2(3H)-one ClC=1C=C(C(=C(C1)C1=CC(=C(C=C1)N1C(N(C=C1)C)=O)F)O)C1=CC(=NC=C1)N1C[C@H](NCC1)C